N-(2-aminophenyl)-4-((4-(((2-(4-(pyrimidin-5-yl)phenyl)cyclopropyl)amino)methyl)piperidin-1-yl)methyl)benzamide TFA Salt OC(=O)C(F)(F)F.NC1=C(C=CC=C1)NC(C1=CC=C(C=C1)CN1CCC(CC1)CNC1C(C1)C1=CC=C(C=C1)C=1C=NC=NC1)=O